C(C)N1N=C(C2=C1C(NCC1(CCOCC1)C2)=O)C[C@H](COC(C2=CC=C(C=C2)S(=O)(=O)N2CCN(CC2)C(C)=O)=O)C 4-(4-Acetylpiperazin-1-yl)sulphonylbenzoic acid [(2R)-3-(1-ethyl-8-oxo-spiro[6,7-dihydro-4H-pyrazolo[3,4-c]azepin-5,4'-tetrahydropyran]-3-yl)-2-methyl-propyl] ester